(S)-2-(3-(4-((tert-butoxycarbonyl)amino)butanamido)phenyl)-2-(isoindolin-2-yl)acetic acid C(C)(C)(C)OC(=O)NCCCC(=O)NC=1C=C(C=CC1)[C@@H](C(=O)O)N1CC2=CC=CC=C2C1